3-(1-benzylpyrazol-4-yl)-5-dimethylphosphoryl-pyridine C(C1=CC=CC=C1)N1N=CC(=C1)C=1C=NC=C(C1)P(=O)(C)C